N1[C@H](CC1)COC1=NC=2[C@@H]([C@@]3(CCC2C(=N1)N1C[C@@H](N(CC1)C(C(=C)F)=O)CC#N)CCC1=C(C=CC=C13)Cl)F 2-((S)-4-((1S,8'R)-2'-(((R)-azetidin-2-yl)methoxy)-4-chloro-8'-fluoro-2,3,5',8'-tetrahydro-6'H-spiro[indene-1,7'-quinazolin]-4'-yl)-1-(2-fluoroacryloyl)piperazin-2-yl)acetonitrile